C(\C=C\CCCCCCC)(=O)OCCCC=O 4-oxobutyl (E)-dec-2-enoate